(S)-(1-(4-methoxyphenyl)ethyl)diphenylphosphin oxide COC1=CC=C(C=C1)[C@H](C)P(C1=CC=CC=C1)(C1=CC=CC=C1)=O